CC=1C=C(C=CC1C)N1N=C(C(N(C1=O)CC1=CC2=CC=CC=C2C=C1)=O)C#N 2-(3,4-dimethylphenyl)-4-naphthalen-2-ylmethyl-3,5-dioxo-2,3,4,5-tetrahydro-1,2,4-triazine-6-carbonitrile